tert-butyl 3-(hydroxymethyl)-3-methylpyrrolidine-1-carboxylate OCC1(CN(CC1)C(=O)OC(C)(C)C)C